C(C)(C)(C)OC(NCCCCCC(=O)NCC1=CC=C2C=CC3=C(N(C(N3C3C(NC(CC3)=O)=O)=O)C)C2=C1)=O (6-(((3-(2,6-Dioxopiperidin-3-yl)-1-methyl-2-oxo-2,3-dihydro-1H-naphtho[1,2-d]imidazol-8-yl)methyl)amino)-6-oxohexyl)carbamic acid tert-butyl ester